1-{3-[(1R)-1-aminoethyl]-2-fluorophenyl}-1,1-difluoro-2-methylpropan-2-ol-hydrochloride Cl.N[C@H](C)C=1C(=C(C=CC1)C(C(C)(O)C)(F)F)F